ethyl 3-hydroxythieno[2,3-c]pyridine-2-carboxylate OC1=C(SC2=CN=CC=C21)C(=O)OCC